[2H]C(N(C(=O)C1CCOCC1)C1=NC=CC(=C1)C1=CC(=NC=C1)OC)C1=C(C=C(C=C1)C=1C=NC(=CC1)OC)F N-(Deutero(2-fluoro-4-(6-methoxypyridin-3-yl)phenyl)methyl)-N-(2'-methoxy-[4,4'-bipyridin]-2-yl)tetrahydro-2H-pyran-4-carboxamide